7-Bromo-1-(4,4-difluorocyclohexyl)-2,5-dimethyl-1,2-dihydro-3H-indazol-3-one BrC=1C=C(C=C2C(N(N(C12)C1CCC(CC1)(F)F)C)=O)C